5-[[1-[2-oxo-2-[(2S)-2-cyanopyrrolidin-1-yl]ethyl]-4-piperidyl]amino]-N-phenyl-quinoline-8-carboxamide O=C(CN1CCC(CC1)NC1=C2C=CC=NC2=C(C=C1)C(=O)NC1=CC=CC=C1)N1[C@@H](CCC1)C#N